(S)-1-Benzyl-N-(2-(cyclopropylmethyl)-4-methyl-5-oxo-5,6,7,8-tetrahydro-4H-pyrazolo[1,5-a][1,3]diazepin-6-yl)-1H-1,2,4-triazol-3-carboxamid C(C1=CC=CC=C1)N1N=C(N=C1)C(=O)N[C@@H]1C(N(C=2N(CC1)N=C(C2)CC2CC2)C)=O